FC1=NC=C(C=C1F)[N+](=O)[O-] 2,3-difluoro-5-nitropyridine